8-(chloromethyl)-4-hydroxy-2-methyl-7,8-dihydro-6H-oxazolo[4,5-e]indole-6-carboxylic acid tert-butyl ester C(C)(C)(C)OC(=O)N1CC(C2=C3C(=C(C=C12)O)OC(=N3)C)CCl